2-(4-nitro-1H-pyrazol-1-yl)cyclobutan-1-ol [N+](=O)([O-])C=1C=NN(C1)C1C(CC1)O